BrC=1C(=CC=C2C(=CNC12)C1=NC(=NC=C1C(F)(F)F)Cl)F 7-Bromo-3-(2-chloro-5-(trifluoromethyl)pyrimidin-4-yl)-6-fluoro-1H-indole